C(C)(C)(C)OC(=O)N1C[C@H]([C@H](CC1)NC1=NC=C(C(=N1)OC1C(COCC1)(C)O)C#N)F.BrC1=C(OC[C@@H]2OC2)C(=CC(=C1)Br)Br (R)-2-((2,4,6-tribromophenoxy)methyl)oxirane tert-butyl-(3R,4S)-4-((5-cyano-4-((3-hydroxy-3-methyltetrahydro-2H-pyran-4-yl)oxy)pyrimidin-2-yl)amino)-3-fluoropiperidine-1-carboxylate